[Ru](Cl)Cl.N1=C(C=CC=C1)C1=NC=CC=C1.N1=C(C=CC=C1)C1=NC=CC=C1.N1=C(C=CC=C1)C1=NC=CC=C1 tris(2,2-bipyridine) ruthenium (II) dichloride